(3-(((2-cyclopentyl-1-oxoisoindolin-5-yl)oxy)methyl)phenyl)boronic acid C1(CCCC1)N1C(C2=CC=C(C=C2C1)OCC=1C=C(C=CC1)B(O)O)=O